6,6-dimethyl-3-azabicyclo[3.1.0]hexane-2-carboxamide isobutyl-acetate C(C(C)C)OC(C)=O.CC1(C2CNC(C12)C(=O)N)C